4-(5-(4-fluorophenyl)-6-isopropyl-1,5-dihydropyrrolo[2,3-f]indazol-7-yl)-2-hydroxybenzoic acid FC1=CC=C(C=C1)N1C(=C(C2=C1C=C1C=NNC1=C2)C2=CC(=C(C(=O)O)C=C2)O)C(C)C